tert-butyl 4-(4-amino-3-methoxyphenyl)piperazin-1-carboxylate NC1=C(C=C(C=C1)N1CCN(CC1)C(=O)OC(C)(C)C)OC